C(#N)C=1C=NN2C1C(=C(C=C2)NC2=CC(=NC=C2C(=O)NC([2H])([2H])[2H])NC(=O)C2CC2)OC 4-((3-Cyano-4-methoxypyrazolo[1,5-a]pyridin-5-yl)amino)-6-(cyclopropanecarboxamido)-N-(methyl-d3)nicotinamide